N-(3-(1H-pyrazol-1-yl)benzyl)-N-(3-methoxybenzyl)-4-(piperidin-1-ylmethyl)thiazol-2-amine N1(N=CC=C1)C=1C=C(CN(C=2SC=C(N2)CN2CCCCC2)CC2=CC(=CC=C2)OC)C=CC1